O1C(CCCC1)N1N=CC=C1B1OC(C(O1)(C)C)(C)C 1-(3,4,5,6-tetrahydro-2H-pyran-2-yl)-5-(4,4,5,5-tetramethyl-1,3,2-dioxaborolan-2-yl)pyrazole